C(#N)C1=C(C(=C(C(=C1C=1C=NC=CC1)C1=C(C=CC=C1C1=CC=CC=C1)C1=CC=CC=C1)C1=CC=C(C=C1)N1C2=CC=CC=C2C=2C=C(C=CC12)C#N)C1=CC=C(C=C1)N1C2=CC=CC=C2C=2C=C(C=CC12)C#N)C1=C(C=CC=C1C1=CC=CC=C1)C1=CC=CC=C1 9-{4-[4-cyano-4'-(3-cyano-9H-carbazol-9-yl)-3,6-bis({3-phenyl-[1,1'-biphenyl]-2-yl})-5-(pyridin-3-yl)-[1,1'-biphenyl]-2-yl]phenyl}-9H-carbazole-3-carbonitrile